N(=[N+]=[N-])CCOCCOC1(NC=CC=C1)Br 2-(2-(2-azidoethoxy)ethoxy)-2-bromopyridine